C1(CC1)COC1=CC=C(C=N1)NC=1C2=C(N=CN1)C=CC(=N2)N2CC1(CCN1C(=O)OC(C)(C)C)C2 tert-butyl 6-[4-[[6-(cyclopropylmethoxy)-3-pyridyl]amino]pyrido[3,2-d]pyrimidin-6-yl]-1,6-diazaspiro[3.3]heptane-1-carboxylate